C1(CCC1)O[C@H]1C[C@H](N(CC1)CC1=C2C=CNC2=C(C=C1OC)C)C1=CC=C(C(=O)O)C=C1 4-((2S,4R)-4-cyclobutoxy-1-((5-methoxy-7-methyl-1H-indol-4-yl)methyl)piperidin-2-yl)benzoic acid